CN(CCOCC1=CC=C(C=N1)C1=CC=2C3=C(N=NC2C=C1F)N(C(N3C(C)C)=O)C)C 8-(6-((2-(dimethylamino)ethoxy)methyl)pyridin-3-yl)-7-fluoro-1-isopropyl-3-methyl-1H-imidazo[4,5-c]cinnolin-2(3H)-one